C1=CC=CC=2C3=CC=CC=C3C(C12)COC(=O)N[C@@H](CCC(=O)OC(C)(C)C)C(=O)NC1=C(C=CC=C1)OC1=CC(=CC=C1)OC tert-butyl (S)-4-((((9H-fluoren-9-yl) methoxy) carbonyl)amino)-5-((2-(3-methoxyphenoxy)phenyl)amino)-5-oxopentanoate